COC1=C(CN(S(=O)(=O)C2=NC=NS2)N2N=CC=3C(=CC=CC23)C(=O)O)C=CC(=C1)OC 1-(N-(2,4-dimethoxybenzyl)-N-(1,2,4-thiadiazol-5-yl)sulfonylamino)-1H-indazole-4-carboxylic acid